bis-(tert-butyl)((1,1':3',1''-terphenyl)-5'-yl)phosphonium tetramesitylborate C1(=C(C(=CC(=C1)C)C)[B-](C1=C(C=C(C=C1C)C)C)(C1=C(C=C(C=C1C)C)C)C1=C(C=C(C=C1C)C)C)C.C(C)(C)(C)[PH+](C=1C=C(C=C(C1)C1=CC=CC=C1)C1=CC=CC=C1)C(C)(C)C